vinyl-aminosilane C(=C)[SiH2]N